FC(C(C(=O)N1C[C@H]2OC3=C([C@@H]1C2)C=NC=C3C#CC=3C=CC(=NC3)C#N)(C)C)F 5-(((2S,5S)-4-(3,3-difluoro-2,2-dimethylpropanoyl)-2,3,4,5-tetrahydro-2,5-methanopyrido[3,4-f][1,4]oxazepin-9-yl)ethynyl)picolinonitrile